FC1=C(C(=O)Cl)C=C(C(=C1OC)F)OC 2,4-difluoro-3,5-dimethoxybenzoyl chloride